C1(NN=CN2C1=CC=1C=CC=CC21)=O 2H-[1,2,4]triazino[4,5-a]indol-1-one